C(CCC(=O)O)(=O)N[C@@H](CCC(O)=O)C(=O)NC=1SC2=C(N1)C=CC(=C2)OC(F)(F)F 2-(N-succinyl-L-glutam-1-yl)amino-6-trifluoromethoxy-benzothiazole